methyl-N-(1-methylcyclopropyl)-5-{3-[3-(trifluoromethyl)phenyl]pyrrolidine-1-carbonyl}furo[2,3-d]pyrimidin-4-amine CC=1N=C(C2=C(N1)OC=C2C(=O)N2CC(CC2)C2=CC(=CC=C2)C(F)(F)F)NC2(CC2)C